3,5-dimethyl-1H-pyrazole-4-carboxylate CC1=NNC(=C1C(=O)[O-])C